3-(4-fluorophenyl)quinoxalin-2(1H)-one FC1=CC=C(C=C1)C=1C(NC2=CC=CC=C2N1)=O